N1(CCCCC1)C(=O)C=1C=C2C=CC=C(C2=CC1)C=1C=C2C=CNC(C2=CC1)=O 6-(6-(piperidine-1-carbonyl)naphthalen-1-yl)isoquinolin-1(2H)-one